ClC=1C=C(C=CC1Cl)C1=NOC(=N1)C1CC2(C1)CCN(CC2)C(CC2=NC(=NO2)C)=O 1-(2-(3-(3,4-dichlorophenyl)-1,2,4-oxadiazol-5-yl)-7-azaspiro[3.5]nonan-7-yl)-2-(3-methyl-1,2,4-oxadiazol-5-yl)ethan-1-one